1,3,5-Triethylhexahydro-s-triazine C(C)N1CN(CN(C1)CC)CC